C1(CC1)C=1C=CC=C2C(=C(NC12)C1=CC=CC=C1)C(C(=O)NC1=CCNC1=O)C (7-cyclopropyl-2-phenyl-1H-indol-3-yl)-N-(5-oxo-1,2-dihydropyrrol-4-yl)propanamide